ClC1CC2(C(N(C3=NC=CC=C32)COCC[Si](C)(C)C)=O)CC1 3-Chloro-2'-oxo-1'-((2-(trimethylsilyl)ethoxy)methyl)-1',2'-dihydrospiro[cyclopentane-1,3'-pyrrolo[2,3-b]pyridin]